F[B-](F)(F)F.C(C)(C)C1=C(C(=CC=C1)C(C)C)N1C(=[N+](C=C1)C1=C(C=CC=C1C(C)C)C(C)C)F 1,3-Bis(2,6-diisopropylphenyl)-2-fluoroimidazolium tetrafluoroborate